FC=1C=C(C=CC1OC1=C2C(=NC=C1)NC(N2C(C)C)=O)NC(=O)C=2C=NN(C2C(F)(F)F)C2=NC=CC=C2 N-(3-fluoro-4-((1-isopropyl-2-keto-2,3-dihydro-1H-imidazo[4,5-b]pyridin-7-yl)oxy)phenyl)-1-(pyridin-2-yl)-5-(trifluoromethyl)-1H-pyrazole-4-carboxamide